3,8-Dihydroxyl-6H-benzo[c]chromen OC1=CC=C2C3=C(COC2=C1)C=C(C=C3)O